Cl.CC1=C(C(NC(=C1)C)=O)CNC(=O)C=1C=C(C=C(C1C)N(C1CCOCC1)CC)C1=CC=C(C=C1)CN1CCOCC1 N-((4,6-Dimethyl-2-oxo-1,2-dihydropyridin-3-yl)methyl)-5-(ethyl-(tetrahydro-2H-pyran-4-yl)amino)-4-methyl-4'-(morpholinomethyl)-[1,1'-biphenyl]-3-carboxamid-Monohydrochlorid